N1=C(C=CC=C1)C=C1CC(=C(C=C1)O)C=1C(=CC=CC1)O 4'-(pyridine-2-ylmethylene)biphenol